2-methylpyridazin-3(2H)-one dihydrochloride Cl.Cl.CN1N=CC=CC1=O